4-(2-(p-tolyl)-2H-pyrazolo[3,4-d]pyrimidin-4-yl)-N-(4-(trifluoromethyl)benzyl)piperazine-2-carboxamide C1(=CC=C(C=C1)N1N=C2N=CN=C(C2=C1)N1CC(NCC1)C(=O)NCC1=CC=C(C=C1)C(F)(F)F)C